N-(3-((2-amino-5-chloropyridin-3-yl)oxy)phenyl)-3-(1-cyanocyclopropyl)benzamide NC1=NC=C(C=C1OC=1C=C(C=CC1)NC(C1=CC(=CC=C1)C1(CC1)C#N)=O)Cl